OC1=CC=C(C(=C1[O-])OC)C=CC(C1=CC(=C(C=C1)O)C=CC(C)=C)=O 6-hydroxy-2-methoxy-3-[3-oxo-3-(4-hydroxy-3-isoprenylphenyl)prop-1-enyl]phenolate